4-[p-azidosalicylamido]butylamine N(=[N+]=[N-])C=1C=C(C(C(=O)NCCCCN)=CC1)O